IC1=CC=C(C=C1)NC(N)=S 3-(4-iodophenyl)thiourea